naphtho[2,1-b]benzofuran-9-yl-boronic acid C1=CC=CC=2C=CC=3OC4=C(C3C12)C=CC(=C4)B(O)O